BrC1=CC(=C(C(=C1)C)C=C1CN(C1)CCCF)F 3-[(4-bromo-2-fluoro-6-methyl-phenyl)methylene]-1-(3-fluoropropyl)azetidine